[Si](C)(C)(C(C)(C)C)OC1CN(C1)C1=C(C=C2C(=N1)N=C(S2)N2CCOCC2)[N+](=O)[O-] 4-(5-(3-((tert-butyldimethylsilyl)oxy)azetidin-1-yl)-6-nitrothiazolo[4,5-b]pyridin-2-yl)morpholine